COC=1C(=NC(=CC1)C)N1CCN(CC1)C(=O)OC(C)(C)C 1-tert-butyl 4-(3-methoxy-6-methylpyridin-2-yl)piperazine-1-carboxylate